(9-fluoro-3,5-dihydro-2H-pyrido[3,4-f][1,4]oxazepin-4-yl)-[1-(5-fluoro-4-methoxy-pyrimidin-2-yl)-4-methoxy-4-piperidyl]methanone FC1=CN=CC=2CN(CCOC21)C(=O)C2(CCN(CC2)C2=NC=C(C(=N2)OC)F)OC